FC(F)(F)C1=C(C=CC=C1)C=1C=C(C=C(C1)C1=C(C=CC=C1)C(F)(F)F)B(O)O (3,5-bis(trifluoromethylphenyl)phenyl)boronic acid